2-(phenylthiazol-4-yl)-5-(methylthio)-1,3,4-thiadiazole C1(=CC=CC=C1)C=1SC=C(N1)C=1SC(=NN1)SC